C(C)OC(=O)C1(CCC1)SC=1C=C(C=CC1)N1C(=CC2=CC=C(C=C12)OC(F)(F)F)C(=O)O 1-(3-((1-(ethoxycarbonyl)cyclobutyl)thio)phenyl)-6-(trifluoromethoxy)-1H-indole-2-carboxylic acid